FC=1C=C(C=C2CC(NC12)=O)N1C(=CC=2C1=NC(=CC2)C(F)(F)F)[C@@H]2COCC2 |r| (R/S)-7-Fluoro-5-[2-tetrahydrofuran-3-yl-6-(trifluoromethyl)pyrrolo[2,3-b]pyridin-1-yl]indolin-2-one